bis(1-isocyanato-1-methylethyl)naphthalene methyl-2-[(6-chloro-3-morpholinosulfonyl-4-quinolyl)amino]-5-propyl-benzoate COC(C1=C(C=CC(=C1)CCC)NC1=C(C=NC2=CC=C(C=C12)Cl)S(=O)(=O)N1CCOCC1)=O.N(=C=O)C(C)(C)C1=C(C2=CC=CC=C2C=C1)C(C)(N=C=O)C